OC(=C(C#N)C#N)C1=CC=C(C=C1)OC1=CC=CC=C1 2-[hydroxy(4-phenoxyphenyl)methylene]malononitrile